C(C)(C)(CC)C1CCC(CC1)N(C(C1=CC(C(=O)N)=CC(=C1)NC(=O)C1CCC(CC1)C(C)(C)CC)=O)C1CCC(CC1)C(C)(C)CC N,N-bis(4-tert-pentylcyclohexyl)-5-(4-tert-pentylcyclohexylcarbonylamino)-isophthalamide